ClC1=CC=CC(=N1)C(O)C=1C=NN(C1)C (6-chloro-2-pyridinyl)-(1-methylpyrazol-4-yl)methanol